(E)-2-cyclohexyl-5-(3,5-difluorostyryl)-1,3-benzenediol C1(CCCCC1)C1=C(C=C(C=C1O)\C=C\C1=CC(=CC(=C1)F)F)O